2,6-di-tert-butyl-9-(3-(4-(diphenylamino)phenyl)furan-2-yl)-9H-fluoren-9-ol C(C)(C)(C)C1=CC=2C(C3=CC=C(C=C3C2C=C1)C(C)(C)C)(O)C=1OC=CC1C1=CC=C(C=C1)N(C1=CC=CC=C1)C1=CC=CC=C1